3-(4-nitro-1H-pyrazol-1-yl)propane-1,2-diol [N+](=O)([O-])C=1C=NN(C1)CC(CO)O